cesium perbromic acid Br(=O)(=O)(=O)O.[Cs]